Dibenzylpentamethylcyclopentadienyl-(1-methyl-1,5,6,7-tetrahydro-s-indacenyl)hafnium C(C1=CC=CC=C1)[Hf](C1(C=CC2=CC=3CCCC3C=C12)C)(C1(C(=C(C(=C1C)C)C)C)C)CC1=CC=CC=C1